1,6-dimethyl-4-{4-methyl-4-[5-(propan-2-yl)-1,3-benzoxazol-2-yl]piperidin-1-yl}-2-oxo-1,2-dihydroquinoline-3-carboxamide CN1C(C(=C(C2=CC(=CC=C12)C)N1CCC(CC1)(C=1OC2=C(N1)C=C(C=C2)C(C)C)C)C(=O)N)=O